4-(azetidin-3-yl)-1H-1,2,3-triazole dihydrochloride Cl.Cl.N1CC(C1)C=1N=NNC1